2-(N-azetidinyl-carbonyl)-5-chlorophenyl 3-deoxy-3-[4-(3,4,5-trifluorophenyl)-1H-1,2,3-triazol-1-yl]-2-O-methyl-1-thio-α-D-galactopyranoside FC=1C=C(C=C(C1F)F)C=1N=NN(C1)[C@@H]1[C@H]([C@@H](SC2=C(C=CC(=C2)Cl)C(=O)N2CCC2)O[C@@H]([C@@H]1O)CO)OC